FC=1C(=NC(=NC1)NC1=NC=C(C=C1)CN1C[C@](OCC1)(CCN1CCOCC1)C)C=1C=C(C2=C(N(C(=N2)C)C(C)C)C1)F (R)-5-fluoro-4-(4-fluoro-1-isopropyl-2-methyl-1H-benzo[d]imidazol-6-yl)-N-(5-((2-methyl-2-(2-morpholinoethyl)morpholino)methyl)pyridin-2-yl)pyrimidin-2-amine